2,4,6-triiodobenzoic acid potassium salt [K+].IC1=C(C(=O)[O-])C(=CC(=C1)I)I